O=C1C(C(NCC1)=O)N1C(C2=CC(=C(C=C2C1=C=O)N1CCN(CC1)C(=O)OC(C)(C)C)F)=C=O t-Butyl 4-(2-(dioxopiperidin-3-yl)-6-fluoro-1,3-dicarbonylisoindolin-5-yl)piperazine-1-carboxylate